Chromacetylaceton [Cr](CCCCCCCCCCCCCCC)CC(C)=O